C(CCCCCCC)OC(C(O)CC(=O)OCCCCCCCC)=O.C(CCCCCCCCCCCCCCCCC)[Sn]CCCCCCCCCCCCCCCCCC distearyl-tin bisoctyl-malate